C1(CCC1)CN1C=C(C(C2=CC(=CC=C12)C#C)=O)C(=O)OCC ethyl 1-(cyclobutylmethyl)-6-ethynyl-4-oxo-1,4-dihydro-quinoline-3-carboxylate